3-[5-Fluoro-6-(6-hydroxy-1,4-diazepan-1-yl)-3-pyridinyl]piperidine-2,6-dione FC=1C=C(C=NC1N1CCNCC(C1)O)C1C(NC(CC1)=O)=O